NC1=NC=2C=CC=C(C2C2=C1N=C(N2CC(C)C)COCC)OCCC(C)(O)C 4-[4-amino-2-(ethoxymethyl)-1-isobutyl-imidazo[4,5-c]quinolin-9-yl]oxy-2-methyl-butan-2-ol